3-{(2S,4S)-4-[4-(3-methyl-1-phenyl-1H-pyrazole-5-yl)piperazine-1-yl]pyrrolidine-2-yl-carbonyl}thiazolidine CC1=NN(C(=C1)N1CCN(CC1)[C@H]1C[C@H](NC1)C(=O)N1CSCC1)C1=CC=CC=C1